1,3-dimethyl-4,5-dihydroxyimidazolidin-2-one CN1C(N(C(C1O)O)C)=O